C(C1=CN=CC=C1)(=O)OC1C(OCC1OC(C1=CN=CC=C1)=O)COC(C1=CN=CC=C1)=O ((nicotinoyloxy)methyl)tetrahydrofuran-3,4-diyl dinicotinate